FC1=CC=C2C=C(C=C(C2=C1SC)B1OC(C(O1)(C)C)(C)C)OCOC 2-(7-fluoro-3-(methoxymethoxy)-8-(methylthio)naphthalen-1-yl)-4,4,5,5-tetramethyl-1,3,2-dioxaborolane